2-ethylpiperazine-1-carboxylate C(C)C1N(CCNC1)C(=O)[O-]